NC1=C(SC2=NC(=CC(=C21)C2=CC=CC=C2)C=2SC=CC2)C(=O)O 3-Amino-4-phenyl-6-(thiophen-2-yl)thieno[2,3-b]pyridine-2-carboxylic acid